ClC=1C=NC(=C(C(=O)NC2CCC(CC2)CN2C(N(CC3=CC=CC=C23)C2=CC=CC=C2)=O)C1)C 5-chloro-2-methyl-N-((1r,4r)-4-((2-oxo-3-phenyl-3,4-dihydroquinazolin-1(2H)-yl)methyl)cyclohexyl)nicotinamide